FC1=C(C=CC(=C1)F)C=1C=NC=2N(C1)C=C(N2)COC2=NC=CC=C2 6-(2,4-difluorophenyl)-2-(pyridin-2-yloxymethyl)imidazo[1,2-a]pyrimidine